C1CN(CCN1CC/C=C\\2/C3=CC=CC=C3SC4=C2C=C(C=C4)Cl)CCO The molecule is a thioxanthene derivative having a chloro substituent at the 2-position and an alkylidene group at the 10-position with undefined double bond stereochemistry. It has a role as a H1-receptor antagonist, a serotonergic antagonist, an alpha-adrenergic antagonist, a dopaminergic antagonist and a first generation antipsychotic. It is a N-alkylpiperazine, a primary alcohol and a member of thioxanthenes.